ClC=1C=C2C(=NC1)NC=C2C(=O)C=2C(=C(C=CC2F)NC(=O)C2=NN(C(=C2)S(=O)C)C2=CC=C(C=C2)F)F N-(3-(5-chloro-1H-pyrrolo[2,3-b]pyridine-3-carbonyl)-2,4-difluorophenyl)-1-(4-fluorophenyl)-5-(methylsulfinyl)-1H-pyrazole-3-carboxamide